BrC1=NC=C(C2=CC=CC=C12)Br 1,4-dibromoisoquinoline